BrC=1C=C2C(NC(=NC2=CC1)SC)=O 6-bromo-2-(methylthio)quinazolin-4(3H)-one